4-(1-((6-((6-azaspiro[3.4]octan-6-yl)methyl)imidazo[1,2-a]pyridine-2-yl)methyl)-1H-1,2,3-triazol-4-yl)-6-(methylthio)-1H-indazole C1CCC12CN(CC2)CC=2C=CC=1N(C2)C=C(N1)CN1N=NC(=C1)C1=C2C=NNC2=CC(=C1)SC